[Br-].C(C=C)(=O)NCCC[N+](C)(C)C (3-acrylamidopropyl)trimethyl-ammonium bromide